Cl.C[C@H]1OCC[C@H](C1)N (2R,4R)-2-methyltetrahydro-2H-pyran-4-amine hydrochloride